methyl (2S)-2-((2S)-2-(((2-(3-chlorophenyl)-2-methyl-1-phenylpropoxy)carbonyl)amino)-3-(3,4-dichlorophenyl)propanamido)-3-((S)-2-oxopyrrolidin-3-yl)propanoate ClC=1C=C(C=CC1)C(C(OC(=O)N[C@H](C(=O)N[C@H](C(=O)OC)C[C@H]1C(NCC1)=O)CC1=CC(=C(C=C1)Cl)Cl)C1=CC=CC=C1)(C)C